ClC1=CC=C(C=C1)C1=CC(=NN1C1=CC=C(C=C1)OC)C(F)(F)F 5-(4-chlorophenyl)-1-(4-methoxyphenyl)-3-(trifluoromethyl)-1H-pyrazole